C(CCCCCCCCCCC)NC(CN1CCOCCOCCN(CCOCCOCC1)C(=O)OC(C)(C)C)=O tert-butyl 16-(2-dodecylamino-2-oxoethyl)-1,4,10,13-tetraoxa-7,16-diazacyclooctadecane-7-carboxylate